(S)-3-(4-hydroxyphenyl)-2-(2-((S)-1-((S)-1-palmitoylpyrrolidine-2-carbonyl)pyrrolidine-2-carboxamido)acetamido)propanoic acid OC1=CC=C(C=C1)C[C@@H](C(=O)O)NC(CNC(=O)[C@H]1N(CCC1)C(=O)[C@H]1N(CCC1)C(CCCCCCCCCCCCCCC)=O)=O